7-bromo-2,2-dimethyl-3-oxo-4-(tetrahydrofuran-3-yl)-3,4-dihydro-2H-benzo[b][1,4]oxazine-6-carboxylate BrC=1C(=CC2=C(OC(C(N2C2COCC2)=O)(C)C)C1)C(=O)[O-]